3-((dimethylamino)methyl)pyridine CN(C)CC=1C=NC=CC1